3,4-diethylbiphenyl C(C)C=1C=C(C=CC1CC)C1=CC=CC=C1